NC1=CC=C(C=C1)NC1=C2C(=NC=N1)N(N=C2)C2CCOCC2 (4-aminophenyl)-1-(tetrahydro-2H-pyran-4-yl)-1H-pyrazolo[3,4-d]pyrimidin-4-ylamine